C(C)(C)(C)OC(=O)NCCCOC1=CC=C(C=C1)[C@@H](C(=O)OC)N1CC2=CC=CC=C2C1 methyl (S)-2-(4-(3-((tert-butoxycarbonyl)amino)propoxy)phenyl)-2-(isoindolin-2-yl)acetate